5-fluoro-N-methyl-2-Mercaptobenzamide FC=1C=CC(=C(C(=O)NC)C1)S